CC1([C@H]2C(NC([C@@H]12)=O)=O)C (1R,5S)-6,6-dimethyl-3-azabicyclo[3.1.0]hexane-2,4-dione